4-(3,3,4,4,5,5-hexafluoropiperidin-1-yl)-4-oxobutanoic acid FC1(CN(CC(C1(F)F)(F)F)C(CCC(=O)O)=O)F